(R)-4-(3-(5-(3-hydroxy-1-methyl-2-oxopyrrolidin-3-yl)isoxazol-3-yl)phenyl)pyrimidine-2-carboxamide O[C@@]1(C(N(CC1)C)=O)C1=CC(=NO1)C=1C=C(C=CC1)C1=NC(=NC=C1)C(=O)N